ClC1=C(C=C2C=C(N=CC2=C1)NC(=O)[C@@H]1[C@H](CC1)C1=NC=CC=C1)N1CCN(CC1)[C@@]1(COC[C@@H]1O)C (1S,2S)-N-(7-chloro-6-(4-((3R,4R)-4-hydroxy-3-methyltetrahydrofuran-3-yl)piperazin-1-yl)isoquinolin-3-yl)-2-(pyridin-2-yl)cyclobutane-1-carboxamide